7-chloro-1-(2-diethylaminoethyl)-5-(2-fluorophenyl)-1H-1,4-benzodiazepine-2(3H)-one ClC=1C=CC2=C(C(=NCC(N2CCN(CC)CC)=O)C2=C(C=CC=C2)F)C1